2-oxo-1,5,6,7-tetrahydrocyclopenta[b]pyridine-3-carbonitrile O=C1C(=CC2=C(N1)CCC2)C#N